FC=1C=C(C=C(C1)F)C1CCC2SC3(C(N21)=O)CCN(CC3)C3=CC(=NC=N3)C#N 6-(5'-(3,5-difluorophenyl)-3'-oxotetrahydro-3'H-spiro[piperidine-4,2'-pyrrolo[2,1-b]thiazol]-1-yl)pyrimidine-4-carbonitrile